N1N=NC2=C1C=CC(=C2)CN2C(C1=CC=CC=C1C2CC2=C(C(=NN2C)OC(F)F)Cl)=O 2-((1H-benzo[d][1,2,3]triazol-5-yl)methyl)-3-((4-chloro-3-(difluoromethoxy)-1-methyl-1H-pyrazol-5-yl)methyl)isoindolin-1-one